3-(4-(2-isopropoxypropan-2-yl)thiazol-2-yl)-1-methyl-1-(pyridin-4-ylmethyl)urea C(C)(C)OC(C)(C)C=1N=C(SC1)NC(N(CC1=CC=NC=C1)C)=O